CN1CCC(CC1)NC=1C=C2C(=CN1)OC(=C2OS(=O)(=O)C(F)(F)F)C(=O)OC methyl 5-((1-methylpiperidin-4-yl)amino)-3-(((trifluoromethyl)sulfonyl)oxy)furo[2,3-c]pyridine-2-carboxylate